rac-(3aR,6aR)-1-(3-phenyl-1H-pyrazole-5-carbonyl)hexahydropyrrolo[3,4-b]pyrrole-5(1H)-carbonitrile C1(=CC=CC=C1)C1=NNC(=C1)C(=O)N1[C@@H]2[C@H](CC1)CN(C2)C#N |r|